NC1=C(C(=NC(=N1)S)O)/N=C/C=1SC=CN1 (E)-6-amino-2-mercapto-5-((thiazol-2-ylmethylene)amino)pyrimidin-4-ol